C(C)(C)(C)OC(N(C(=O)OC(C)(C)C)C1=NC=C(C=C1C)Br)=O (5-bromo-3-methyl-2-pyridinyl)-N-tert-butoxycarbonyl-carbamic acid tert-butyl ester